NC=1N=C(NC(C1CN1C=NC(=C(C1=O)OC=1C(=C(C#N)C=C(C1)Cl)F)C(C(F)F)(F)F)=O)C 3-((1-((4-amino-2-methyl-6-oxo-1,6-dihydropyrimidin-5-yl)methyl)-6-oxo-4-(1,1,2,2-tetrafluoroethyl)-1,6-dihydropyrimidin-5-yl)oxy)-5-chloro-2-fluorobenzonitrile